silver 1,3-bis(2,6-diethylphenyl)imidazole C(C)C1=C(C(=CC=C1)CC)N1CN(C=C1)C1=C(C=CC=C1CC)CC.[Ag]